C(C)C1=NC(=CC=C1N1CC(OCC1)CC(=O)OCC)C=1N=NN(C1CO)C ethyl 2-(4-(2-ethyl-6-(5-(hydroxymethyl)-1-methyl-1H-1,2,3-triazol-4-yl)pyridin-3-yl)morpholin-2-yl)acetate